2-(5-chloro-4-(cyclopropylmethoxy)-3-isopropyl-6-oxopyridazin-1(6H)-yl)acetic acid ClC1=C(C(=NN(C1=O)CC(=O)O)C(C)C)OCC1CC1